6-chloro-4-methyl-2,3-dihydro-1H-inden-1-ol ClC1=CC(=C2CCC(C2=C1)O)C